C(C)(C)(C)OC(=O)N1CCN(CC1)CC1CCN(CC1)C1=C(C(=CC=C1)C(=O)OC)F.FC=1C=CC2=C(NC(=N2)C(C2=C(C=CC=C2)O)N2C(C3=CC=CC=C3C2)=O)C1 ((6-fluoro-1H-benzo[d]imidazol-2-yl)(2-hydroxyphenyl)methyl)isoindolin-1-one tert-butyl-4-([1-[2-fluoro-3-(methoxycarbonyl)phenyl]piperidin-4-yl]methyl)piperazine-1-carboxylate